CC=1C(=C(C=C(C1)C(F)(F)F)O)C=1C=NC=2C(N1)=NN(C2)[C@@H]2CCC1=C(N(N=N1)C)C2 (R)-3-methyl-2-(2-(1-methyl-4,5,6,7-tetrahydro-1H-benzo[d][1,2,3]triazol-6-yl)-2H-pyrazolo[3,4-b]pyrazin-6-yl)-5-(trifluoromethyl)phenol